methyl 2-ethyl-5-hydroxy-2H-indazole-3-carboxylate C(C)N1N=C2C=CC(=CC2=C1C(=O)OC)O